NC1=CC=CC(=N1)C(=O)C1CCN(CC1)C (6-Amino-2-pyridyl)-(1-methyl-4-piperidyl)methanon